2,2,6,6-tetramethylpiperidin-4-amine CC1(NC(CC(C1)N)(C)C)C